ClN1C(=C(C2=NC(=CC=C21)OC)C=2C=NNC2)C2=NN=C(N2)C(C)(F)F chloro-2-(5-(1,1-difluoroethyl)-4H-1,2,4-triazol-3-yl)-5-methoxy-3-(1H-pyrazol-4-yl)-1H-pyrrolo[3,2-b]pyridine